[Cl].C(=C)N1CN(C=C1)CCCC 1-vinyl-3-butylimidazole chlorine salt